CC1=NC=2C(=NC(=CC2)C=2C=CN3N=C(N=CC32)NC3CC2(CNC2)C3)N1C 5-(2,3-dimethyl-3H-imidazo[4,5-b]pyridin-5-yl)-N-(2-azaspiro[3.3]heptan-6-yl)pyrrolo[2,1-f][1,2,4]triazin-2-amine